ClC1=C2N=CN(C2=NC(=N1)N)CC1=C(C=CC=C1F)F 6-chloro-9-[(2,6-difluorophenyl)methyl]purin-2-amine